CC[C@H](C)[C@@H](C(=O)N[C@@H](CC(C)C)C(=O)[O-])NC(=O)[C@H](CC1=CC=C(C=C1)O)NC(=O)[C@@H]2CCCN2C(=O)[C@H](CCC[NH+]=C(N)N)NC(=O)[C@H](CCC[NH+]=C(N)N)NC(=O)[C@@H]3CCCN3C(=O)[C@H](CCCC[NH3+])NC(=O)[C@H](CC(=O)N)NC(=O)[C@H](CCC(=O)[O-])NC(=O)[C@H](CC4=CC=C(C=C4)O)NC(=O)[C@H](CC(C)C)NC(=O)[C@@H]5CCC(=O)N5 The molecule is a peptide cation obtained from the deprotonation of the carboxy groups of L-alpha-glutamyl and L-leucine residues, and protonation of the side chains of L-lysyl and L-arginyl residues of neurotensin. It is the major species at pH 7.3. It has a role as a human metabolite. It is a conjugate acid of a neurotensin.